4-(3-(2-(Difluoromethyl)-4-methoxy-1-methyl-1H-benzo[d]imidazol-5-yl)-4-fluorophenyl)-7-ethyl-7H-imidazo[4,5-c]pyridazine FC(C1=NC2=C(N1C)C=CC(=C2OC)C=2C=C(C=CC2F)C=2C1=C(N=NC2)N(C=N1)CC)F